C(N)(=O)C(CN1CC2=C(C=CC(=C2C1=O)NC(=O)C1CCN(CC1)C)C1=CC=C2C=NN(C2=C1)C)=C N-[2-(2-carbamoyl-2-methylideneethyl)-7-(1-methyl-1H-indazol-6-yl)-3-oxo-2,3-dihydro-1H-isoindol-4-yl]-1-methylpiperidine-4-carboxamide